ClC1=CC(=NC=N1)N1CC(N(CC1)C)CO (4-(6-chloropyrimidin-4-yl)-1-methylpiperazin-2-yl)methanol